BrC=1SC(=NN1)COC 2-bromo-5-(methoxymethyl)-1,3,4-thiadiazole